C1(CC1)C(=O)NC1=CC(=C(N=N1)C(=O)NC([2H])([2H])[2H])NC1=C(C(=CC=C1)C1=NC=C(N=C1)C1CC1)OC 6-cyclopropaneamido-4-{[3-(5-cyclopropylpyrazin-2-yl)-2-methoxyphenyl]amino}-N-(2H3)methylpyridazine-3-carboxamide